ClC=1C=C2C(=C(N1)N1C[C@@H](O[C@@H](C1)C)C)OCC2 5-chloro-7-((cis)-2,6-dimethylmorpholino)-2,3-dihydrofuro[2,3-c]pyridine